N-methyl-2-({3-[(E)-2-{5-[2-(pyrrolidin-1-yl)ethyl]pyridin-2-yl}vinyl]-1H-indazol-6-yl}thio)benzamide CNC(C1=C(C=CC=C1)SC1=CC=C2C(=NNC2=C1)\C=C\C1=NC=C(C=C1)CCN1CCCC1)=O